C(=C)NC(=O)OCCCCOC(NC=C)=O 1,4-butanediol bis(N-vinylcarbamate)